C(C)C12COCC(CNC1)(N2C(=O)N)CC diethyl-3-oxa-7,9-diazabicyclo[3.3.1]nonane-9-carboxamide